di(trimethylsilyl) ether C[Si](C)(C)O[Si](C)(C)C